ClC1=NC=CC=C1NC(=O)N1[C@@H](CCC1)C=1SC=C(N1)C1=CC=CC=C1 (S)-N-(2-chloropyridin-3-yl)-2-(4-phenylthiazol-2-yl)pyrrolidine-1-carboxamide